2'-[6-amino-5-(difluoromethoxy)pyridin-3-yl]-N-[2-(2-chlorophenyl)propan-2-yl]-5',6'-dihydrospiro[azetidine-3,4'-pyrrolo[1,2-b]pyrazole]-1-carboxamide NC1=C(C=C(C=N1)C=1C=C2N(N1)CCC21CN(C1)C(=O)NC(C)(C)C1=C(C=CC=C1)Cl)OC(F)F